4-({[4-fluoro-1-(4-methylfuran-3-carbonyl)-3-[1-(pyrrolidine-1-carbonyl)-3-(trifluoromethyl)azetidin-2-yl]-1H-pyrazol-5-yl](methyl)amino}methyl)benzene-1-carboximidamide FC=1C(=NN(C1N(C)CC1=CC=C(C=C1)C(N)=N)C(=O)C1=COC=C1C)C1N(CC1C(F)(F)F)C(=O)N1CCCC1